N-(1-(2'-fluoro-[1,1'-biphenyl]-4-yl)azetidin-3-yl)-1H-indole-5-carboxamide FC1=C(C=CC=C1)C1=CC=C(C=C1)N1CC(C1)NC(=O)C=1C=C2C=CNC2=CC1